(R)-2-(4-(3-chloro-4-((3,5-difluoropyridin-2-yl)methoxy-d2)-5',6-dimethyl-2-oxo-2H-[1,4'-bipyridin]-2'-yl)pyrimidin-2-yl)-N,2-dimethylpropionamide ClC=1C(N(C(=CC1OC([2H])([2H])C1=NC=C(C=C1F)F)C)C1=CC(=NC=C1C)C1=NC(=NC=C1)C(C(=O)NC)(C)C)=O